FC1=CC=C(C=C1)C=1N=CN(C1C1=CC=NC=C1)CC(=O)OC(C)(C)C tert-butyl 2-[4-(4-fluorophenyl)-5-(4-pyridyl)imidazol-1-yl]acetate